CN(C1CCN(CC1)C1=NC(=NC=C1)NC1=CC(=C(C(=O)N([C@H]2CNCCC2)C2=NC=CC3=CC=CC(=C23)C)C=C1)F)C (R)-4-((4-(4-(dimethylamino)piperidin-1-yl)pyrimidin-2-yl)amino)-2-fluoro-N-(8-methylisoquinolin-1-yl)-N-(piperidin-3-yl)benzamide